2,3,3a,9a-tetrahydro-6H-furo[2',3':4,5][1,3]Oxazolo[3,2-a]Pyrimidin O1CCC2C1N1C(=NCC=C1)O2